CC1CSC=C1C 3,4-dimethyl-2,3-dihydrothiophene